(R)-5-((1H-1,2,3-triazol-1-yl)ethyl)-1-(1H-pyrazol-4-yl)-4,6,7,8-tetrahydro-3H-9-oxa-2-thia-4-azabenzo[cd]azulen-3-one N1(N=NC=C1)CCC=1NC(C=2SC(=C3OCCCC1C23)C=2C=NNC2)=O